O.ClC1=C(C(=CC=C1)C)NC(=O)C1=CN=C(S1)NC1=NC(=NC(=C1)N1CCN(CC1)CCO)C N-(2-chloro-6-methylphenyl)-2-[[6-[4-(2-hydroxyethyl)-1-piperazinyl]-2-methyl-4-pyrimidinyl]amino]-5-thiazole-carboxamide monohydrate